N-(2-methyl-5-morpholin-4-ylmethyl-phenyl)-4-[4-(1-methyl-1H-pyrazol-4-yl)-5-methylsulfanyl-pyrimidin-2-ylamino]-benzamide CC1=C(C=C(C=C1)CN1CCOCC1)NC(C1=CC=C(C=C1)NC1=NC=C(C(=N1)C=1C=NN(C1)C)SC)=O